zinc (iii) citrate C(CC(O)(C(=O)[O-])CC(=O)[O-])(=O)[O-].[Zn+3]